tert-butyl (2,2-dimethyl-3-vinyl-2H-chromen-7-yl)carbamate CC1(OC2=CC(=CC=C2C=C1C=C)NC(OC(C)(C)C)=O)C